Tetrabutylphosphonium fluoroborat F[B-](F)(F)F.C(CCC)[P+](CCCC)(CCCC)CCCC